octane-3(S)-carboxylic acid hydrochloride Cl.CC[C@@H](CCCCC)C(=O)O